5-(2-(3-fluoro-5-(4-methylpiperazin-1-yl)phenylamino)-5-methylpyrimidin-4-ylamino)benzo[d]oxazol-2(3H)-one FC=1C=C(C=C(C1)N1CCN(CC1)C)NC1=NC=C(C(=N1)NC=1C=CC2=C(NC(O2)=O)C1)C